CC1([C@@H]([C@H]1C=C(C)C)C(=O)O[C@H]1C(=C(C(C1)=O)CC=C)C)C |&1:11| (RS)-3-Allyl-2-methyl-4-oxocyclopent-2-enyl (1R,3R)-2,2-dimethyl-3-(2-methyl prop-1-enyl)-cyclopropanecarboxylate